NCCC1=CC=C(C=C1)C1=C(C=C(C#N)C=C1)C(C1=CC(=NO1)C=1SC=CN1)OC 4-[4-(2-aminoethyl)phenyl]-3-[methoxy-[3-(1,3-thiazol-2-yl)-1,2-oxazol-5-yl]methyl]benzonitrile